N-(4-(1-((2-(benzyloxy)-2-methylpropyl)sulfonyl)piperidin-4-yl)phenyl)-4,6-difluoroisoindoline-2-carboxamide C(C1=CC=CC=C1)OC(CS(=O)(=O)N1CCC(CC1)C1=CC=C(C=C1)NC(=O)N1CC2=CC(=CC(=C2C1)F)F)(C)C